C(C)C=1C2=C(N3C1CNCC3)N=CC(=C2)C(F)(F)F 5-Ethyl-3-(trifluoromethyl)-6,7,8,9-tetrahydropyrido[3',2':4,5]pyrrolo[1,2-a]pyrazine